C(C)OC(=O)C1=CN(C=2C1=NC(=CC2)C2OCCO2)C 5-(1,3-Dioxolan-2-yl)-1-methyl-1H-pyrrolo[3,2-b]pyridine-3-carboxylic acid ethyl ester